tert-butyl 7-((4-cyanobenzyl) oxy)-3,4-dihydroisoquinoline-2(1H)-carboxylate C(#N)C1=CC=C(COC2=CC=C3CCN(CC3=C2)C(=O)OC(C)(C)C)C=C1